C(C)(C)(C)NC(CN(C=1C2=C(N=C(N1)C1=NC=CC(=C1)OCC(C)(OC1OCCCC1)C)C(CC2)=O)C)=O N-(tert-butyl)-2-(methyl(2-(4-(2-methyl-2-((tetrahydro-2H-pyran-2-yl)oxy)propoxy)pyridin-2-yl)-7-oxo-6,7-dihydro-5H-cyclopenta[d]pyrimidin-4-yl)amino)acetamide